(R or S)-5-(6-(2-hydroxy-6-methyl-4-(trifluoromethyl)phenyl)-3-((R or S)-1-hydroxyethyl)-2H-pyrazolo[3,4-b]pyrazin-2-yl)-1-isopropylpiperidin-2-one OC1=C(C(=CC(=C1)C(F)(F)F)C)C=1C=NC=2C(N1)=NN(C2[C@@H](C)O)[C@@H]2CCC(N(C2)C(C)C)=O |o1:21,24|